tert-butyl 7-(2-((6-cyanopyridin-3-yl)(2,6-difluoro-4-methoxybenzyl)amino)ethyl)-6,8-dioxa-2-azaspiro[3.5]nonane-2-carboxylate C(#N)C1=CC=C(C=N1)N(CCC1OCC2(CN(C2)C(=O)OC(C)(C)C)CO1)CC1=C(C=C(C=C1F)OC)F